5-(1-(2,2-difluoroethyl)-1H-pyrazolo[3,4-b]pyrazin-6-yl)-2-(6-(trifluoromethyl)pyridin-2-yl)octahydro-6H-pyrrolo[3,4-c]pyridin-6-one FC(CN1N=CC=2C1=NC(=CN2)N2CC1C(CC2=O)CN(C1)C1=NC(=CC=C1)C(F)(F)F)F